4-[4-[3-(2-methoxyphenyl)-1H-pyrazolo[3,4-b]pyridin-4-yl]phenyl]morpholine COC1=C(C=CC=C1)C1=NNC2=NC=CC(=C21)C2=CC=C(C=C2)N2CCOCC2